FC(F)(F)C(C1=CC=CC=C1)(C(F)(F)F)O bis(trifluoromethyl)benzyl alcohol